C1(=CC=CC=C1)C(CC)N1N=CC(=C1)C1=C2C(=NC=C1)NC=C2 4-[1-(1-phenylpropyl)-1H-pyrazol-4-yl]-1H-pyrrolo[2,3-b]pyridine